7-methyl-1-[[3-[(1R,5S,6R)-3-(3-chlorophenyl)-3-azabicyclo[3.1.0]hexan-6-yl]-1,2,4-oxadiazol-5-yl]methyl]purin-6-one CN1C=NC=2N=CN(C(C12)=O)CC1=NC(=NO1)C1[C@H]2CN(C[C@@H]12)C1=CC(=CC=C1)Cl